5-((4-((6,7-dimethoxyquinolin-4-yl)oxy)-3-fluorophenyl)carbamoyl)-1-(4-fluorophenyl)-3-isopropyl-6-oxo-1,6-dihydropyridine-2-carboxylic acid ethyl ester C(C)OC(=O)C=1N(C(C(=CC1C(C)C)C(NC1=CC(=C(C=C1)OC1=CC=NC2=CC(=C(C=C12)OC)OC)F)=O)=O)C1=CC=C(C=C1)F